1-(4-chlorophenyl)methanamine ClC1=CC=C(C=C1)CN